FC1=CC=2N(C=C1)C(=CN2)C2=C1CNC(C1=C(C=C2)NC2=NC=C(C(=C2)OC)N2CCC(CC2)O)=O 4-(7-fluoroimidazo[1,2-a]pyridin-3-yl)-7-((5-(4-hydroxypiperidin-1-yl)-4-methoxypyridin-2-yl)amino)isoindolin-1-one